FC1([C@@H](C1)C(=O)NC1=CC(=C(C=C1)C1(CC1)C)C1=NC=CC=C1)F (1S)-2,2-difluoro-N-[4-(1-methylcyclopropyl)-3-pyridin-2-ylphenyl]cyclopropane-1-carboxamide